4-(2-((3S,8aR*)-7-(3-chloro-2-fluoro-6-(1H-tetrazol-1-yl)phenyl)-5-oxo-1,2,3,5,8,8a-hexahydroindolizin-3-yl-8a-d)-1H-imidazol-5-yl)-3-fluoro-2-(hydroxymethyl-d2)pyridine 1-oxide ClC=1C(=C(C(=CC1)N1N=NN=C1)C1=CC(N2[C@@H](CC[C@@]2(C1)[2H])C=1NC(=CN1)C1=C(C(=[N+](C=C1)[O-])C([2H])([2H])O)F)=O)F |o1:19|